CC1=C(C=C(C=C1)C1=CC2(CN(C2)C(=O)OC(C)(C)C)CC1)OC(F)(F)F tert-butyl 6-(4-methyl-3-(trifluoromethoxy)phenyl)-2-azaspiro[3.4]oct-5-ene-2-carboxylate